[N+](=O)([O-])C1=CC=C(C=C1)B1OCCN(CCO1)C 2-(4-Nitrophenyl)-6-methyl-[1,3,6,2]dioxazaborocane